tert-Butyl 7-((3,4-difluorobenzyl)oxy)-9-oxo-3,4,11,11a-tetrahydro-1H-pyrazino[1',2':3,4]imidazo[1,2-c]pyrimidine-2(9H)-carboxylate FC=1C=C(COC=2C=C3N(C(N2)=O)CC2N3CCN(C2)C(=O)OC(C)(C)C)C=CC1F